COC(=O)C=1C=CC2=C(N(C(=N2)CN2CCC(CC2)C2=NC(=CC=C2)O)C[C@H]2OCC2)C1 (S)-2-((4-(6-hydroxypyridin-2-yl)piperidine-1-yl)methyl)-1-(oxetan-2-ylmethyl)-1H-benzo[d]imidazole-6-carboxylic acid methyl ester